Cl.Cl.BrC1=CC=C(C=C1)C=1N=C2N(C=CC=C2)C1CN1C2CNCC1CC2 8-{[2-(4-Bromophenyl)imidazo[1,2-a]pyridin-3-yl]-methyl}-3,8-diazabicyclo[3.2.1]octan-Dihydrochlorid